C([C@@H](C(=O)COP(=O)(O)O)O)O The molecule is the L-enantiomer of erythrulose 1-phosphate. It derives from a L-erythrulose. It is a conjugate acid of a L-erythrulose 1-phosphate(2-). It is an enantiomer of a D-erythrulose 1-phosphate.